C(C1=CC=CC=C1)C=1NC=CC1 Benzylazole